C1=NC=CC2=CC(=CC=C12)C1=CN=C(S1)NC(=O)C1CNC1 N-(5-(isoquinolin-6-yl)thiazol-2-yl)azetidine-3-carboxamide